5-tert-butyl-2-[2-(dimethylamino)ethyl]pyrazol-3-amine C(C)(C)(C)C=1C=C(N(N1)CCN(C)C)N